COC1=C(C(=NC=2N1N=C(C2C2=CC=CC=C2)C2=CC=CC=C2)NC=2SC=CN2)C2=CC=C(C=C2)OC N-(7-methoxy-6-(4-methoxyphenyl)-2,3-diphenylpyrazolo[1,5-a]pyrimidin-5-yl)thiazol-2-amine